NC1=NC=C(C2=C1C(=NN2C2CNCC2)C=C2C=CC=1N(C2)N=CC1)C(CC)=O 3-(4-amino-7-propionyl-3-(pyrazolo[1,5-a]pyridin-6-ylidenemethyl)-1H-pyrazolo[4,3-c]pyridin-1-yl)pyrrolidin